C(C)(C)(C)OC(N(C)C1=NC=CC(=C1)NC1=C(C(N(C2=NC(=CC=C12)C(F)(F)F)C1=CC=CC=C1)=O)C#N)=O tert-Butyl(4-((3-cyano-2-oxo-1-phenyl-7-(trifluoromethyl)-1,2-dihydro-1,8-naphthyridin-4-yl)amino)pyridin-2-yl)(methyl)carbamate